NOC(=O)C(C(=O)O)CSSCCC(=O)O amino-carboxyl-(3,3'-dithiodipropionic acid)